N[C@H](C(=O)O)CCCCNC(CC1=CC=NC=C1)=O (2S)-2-amino-6-[[2-(4-pyridyl)acetyl]amino]hexanoic acid